3-methyl-2-{[(3R,6R)-6-methyl-1-{[2-(2H-tetrazol-2-yl)phenyl]carbonyl}piperidin-3-yl]oxy}pyridine-4-carbonitrile CC=1C(=NC=CC1C#N)O[C@H]1CN([C@@H](CC1)C)C(=O)C1=C(C=CC=C1)N1N=CN=N1